C1CCCN2CCC=C(C12)C1=CC=2C(=NC=CC2NC=2C=CC3=C(N=CS3)C2)S1 N-(2-(1,3,4,6,7,9a-hexahydro-2H-quinolizin-9-yl)thieno[2,3-b]pyridin-4-yl)benzo[d]thiazol-5-amine